C(CC)N1C=CC2=C1N=CN=C2N 7-propyl-pyrrolo[2,3-d]pyrimidin-4-amine